4-((2-cyano-6-fluoro-4-(3-methyl-1H-1,2,4-triazol-1-yl)benzyl)oxy)phenyl sulfurofluoridate S(OC1=CC=C(C=C1)OCC1=C(C=C(C=C1F)N1N=C(N=C1)C)C#N)(=O)(=O)F